COC1=CC=C(C=C1)C1=C(C(=C2C=CC=CC2=C1)C1=CC(=CC2=CC=CC=C12)C1=CC=C(C=C1)OC)O (R)-3,3'-bis(4-methoxyphenyl)-1,1'-binaphthol